CC=1N=C2N(N=CC(=C2)C)C(C1C)=O 2,3,8-trimethyl-4H-pyrimido[1,2-b]pyridazin-4-one